(2S,3R)-3-((2-amino-6-methylpyridin-4-yl)methyl)-N2-(1-methyl-1H-pyrazol-4-yl)-N1-((R)-1-(4-fluorophenyl)propyl)-N2-methyl-4-oxoazetidine-1,2-dicarboxamide NC1=NC(=CC(=C1)C[C@@H]1[C@H](N(C1=O)C(=O)N[C@H](CC)C1=CC=C(C=C1)F)C(=O)N(C)C=1C=NN(C1)C)C